O1CCN(CC1)C1=NC=CC=N1 2-morpholinopyrimidin